pentafluoro(4-nitrophenyl)-λ6-sulfane FS(C1=CC=C(C=C1)[N+](=O)[O-])(F)(F)(F)F